C(C=C)(=O)N1C[C@@H](N(CC1)C=1C2=C(N(C(N1)=O)C=1C(=NC=NC1C)C)C(=C(N=C2)C2=C(C=CC=C2O)F)F)C 4-((S)-4-acryloyl-2-methylpiperazin-1-yl)-1-(4,6-dimethylpyrimidin-5-yl)-8-fluoro-7-(2-fluoro-6-hydroxyphenyl)pyrido[4,3-d]pyrimidin-2(1H)-one